N-(1-oxo-tetradecyl)-L-glutamic acid monosodium salt [Na+].O=C(CCCCCCCCCCCCC)N[C@@H](CCC(=O)O)C(=O)[O-]